N-(2-(2-(2-acetamido-ethoxy)ethoxy)ethyl)-5-(4-(trifluoromethyl)phenyl)-2-naphthamide C(C)(=O)NCCOCCOCCNC(=O)C1=CC2=CC=CC(=C2C=C1)C1=CC=C(C=C1)C(F)(F)F